C(CCCCCCCCCCCCCCCCC)C(C(C(=O)O)O)(C(=O)O)CCCCCCCCCCCCCCCCCC.C(C(O)CC(=O)OCCCCCCCCCCCCCCCCCC)(=O)OCCCCCCCCCCCCCCCCCC distearyl malate (distearyl malate)